(Z)-1-(3-chlorobenzyl)-3-((3,5-dimethyl-1H-pyrrol-2-yl)methylene)-5-amino-2-indolone ClC=1C=C(CN2C(\C(\C3=CC(=CC=C23)N)=C/C=2NC(=CC2C)C)=O)C=CC1